O1CCN(CC1)C1=NC=C2N=CN(C2=N1)C1CN(C1)C(C1=CN=CC=C1)=O 2-morpholino-9-(1-nicotinoylazetidin-3-yl)-9H-purine